2-chlorophenyl (3S)-4-[N2-(2-benzyl-2-azaspiro[4.5]dec-8-yl)-N2,N',N'-trimethyl-D-lysyl]-3-[(thiophen-2-ylmethyl)carbamoyl]piperazine-1-carboxylate C(C1=CC=CC=C1)N1CC2(CC1)CCC(CC2)N([C@H](CCCCN(C)C)C(=O)N2[C@@H](CN(CC2)C(=O)OC2=C(C=CC=C2)Cl)C(NCC=2SC=CC2)=O)C